NC=1C=2N(C(=C(N1)C=1C=C(C#N)C=CC1)C1=CN=CO1)N=C(N2)C(O)C2=C(C=CC=C2F)F 3-(8-amino-2-((2,6-difluorophenyl)(hydroxy)methyl)-5-(oxazol-5-yl)-[1,2,4]triazolo[1,5-a]pyrazin-6-yl)benzonitrile